FC=1C=C(C=CC1F)N(C(=O)C1=CC2=C(N=CN2C=2C=NC(=CC2)NC(COC)=O)C(=C1)C)C N-(3,4-difluorophenyl)-3-[6-[(2-methoxyacetyl)amino]-3-pyridyl]-N,7-dimethyl-benzimidazole-5-carboxamide